ClC1=C(C=CC(=C1)F)C=1C(=NN(C1NC1=C(C=CC=C1)[N+](=O)[O-])C)CC 4-(2-chloro-4-fluorophenyl)-3-ethyl-1-methyl-N-(2-nitrophenyl)-1H-pyrazol-5-amine